(4-(1,4-dimethyl-1H-imidazol-2-yl)benzyl)-2-(2-methoxyphenyl)-[1,2,4]triazolo[1,5-a]pyridine CN1C(=NC(=C1)C)C1=CC=C(CC2=CC=CC=3N2N=C(N3)C3=C(C=CC=C3)OC)C=C1